BrC1=C(C(=C2C(=NC(=NC2=C1F)OC[C@@]12CC(CN2C[C@H](C1)F)=C)N1CC2CCC(C1)N2C(=O)OC(C)(C)C)OC)F tert-butyl 3-(7-bromo-6,8-difluoro-2-(((2S,7aR)-2-fluoro-6-methylenetetrahydro-1H-pyrrolizin-7a(5H)-yl)methoxy)-5-methoxy quinazolin-4-yl)-3,8-diazabicyclo[3.2.1]octane-8-carboxylate